FC(C(=O)O)C1CCC(CC1)C1=CC=NC2=CC=C(C=C12)F 2-fluoro-2-(4-(6-fluoroquinolin-4-yl)cyclohexyl)acetic acid